CN1C(N(C2=C1C(=CC=C2)C#CCOCCCCOCC#C)C2C(NC(CC2)=O)=O)=O 3-[3-methyl-2-oxo-4-[3-[4-(prop-2-yn-1-yloxy)butoxy]prop-1-yn-1-yl]-1,3-benzodiazol-1-yl]piperidine-2,6-dione